7'-chloro-2'-oxo-r-(1-propyl-1H-pyrazol-4-yl)-1,1',3,4'-tetra-hydro-2'H-spiro[indene-2,3'-quinoline]-5-carboxylic acid ClC1=CC=C2C[C@@]3(C(N(C2=C1)C=1C=NN(C1)CCC)=O)CC1=CC=C(C=C1C3)C(=O)O